CC1=NN2C(CC[C@@H]([C@@H]2CC2=CC(=CC=C2)C2=NC(=CC=C2)C)NS(=O)(=O)C)=C1 |r| rac-N-[(6S,7S)-2-methyl-7-{[3-(6-methylpyridin-2-yl)phenyl]methyl}-4,5,6,7-tetrahydropyrazolo[1,5-a]pyridin-6-yl]methanesulfonamide